6-(oxetan-3-ylmethoxy)pyridazin-3-amine O1CC(C1)COC1=CC=C(N=N1)N